FC=1C=C(C=O)C=C(C1)C=1NC=CN1 3-FLUORO-5-(1H-IMIDAZOL-2-YL)-BENZALDEHYDE